(R)-4-(2-chloro-3-(9-(5-fluoro-2-methoxybenzyl)-6-(1-methylcyclopropoxy)-9H-purin-8-yl)phenoxy)-2-methylbutanoic acid ClC1=C(OCC[C@H](C(=O)O)C)C=CC=C1C=1N(C2=NC=NC(=C2N1)OC1(CC1)C)CC1=C(C=CC(=C1)F)OC